4-(2-acetyl-1,2,3,4-tetrahydroisoquinolin-7-yl)-6-(morpholine-4-carbonyl)quinoline-2-carbaldehyde C(C)(=O)N1CC2=CC(=CC=C2CC1)C1=CC(=NC2=CC=C(C=C12)C(=O)N1CCOCC1)C=O